7-hydroxy-1-(8-(4-hydroxybutanoyl)-1,5-naphthyridin-2-yl)-3-((2-(trimethylsilyl)ethoxy)methyl)-1,3-dihydro-2H-imidazo[4,5-b]pyridin-2-one OC1=C2C(=NC=C1)N(C(N2C2=NC1=C(C=CN=C1C=C2)C(CCCO)=O)=O)COCC[Si](C)(C)C